(2R)-1-methoxypropan-2-ol COC[C@@H](C)O